FC(C1=NC2=CC=CC=C2C(=C1)NC1CCC(CC1)NC(OC(C)(C)C)=O)(F)F tert-butyl ((1S,4S)-4-((2-(trifluoromethyl)quinolin-4-yl)amino)cyclohexyl)carbamate